1-(4-isopropylphenyl)-3-styryl-5-phenyl-pyrazoline C(C)(C)C1=CC=C(C=C1)N1NC(=CC1C1=CC=CC=C1)C=CC1=CC=CC=C1